(S)-(1,3-Dimethyl-azetidin-3-yl)-[3-(4-methyl-oxazol-2-yl)-phenyl]-(4-trifluoromethoxy-phenyl)-methanol CN1CC(C1)(C)[C@](O)(C1=CC=C(C=C1)OC(F)(F)F)C1=CC(=CC=C1)C=1OC=C(N1)C